ClC1=CC(=C(C=C1)NS(=O)(=O)C1=CNC2=C1C=CC=1C=CC(=NC21)O)F N-(4-chloro-2-fluorophenyl)-8-hydroxy-1H-pyrrolo[3,2-H]quinoline-3-sulfonamide